3-amino-5-chloro-1-methyl-1H-pyrazolo[4,3-b]pyridine-7-carbaldehyde NC1=NN(C=2C1=NC(=CC2C=O)Cl)C